ClC1=NC=CC(=N1)C1=CNC2=CC=C(C=C12)F 3-(2-chloropyrimidin-4-yl)-5-fluoro-1H-indole